C(C)(C)(C)OC(=O)N1C[C@H]([C@@H](C1)F)NC(=O)C1=CC=C(C=C1)C1=CC=CC=C1 trans-3-([1,1'-biphenyl]-4-carboxamido)-4-fluoropyrrolidine-1-carboxylic acid tert-butyl ester